C(C)(C)(C)C1=CC=C(C(=O)NC2=C(OC3=C2C=C(C=C3)C3=CC=C(C=C3)CC)C(=O)O)C=C1 3-(4-(tert-butyl)benzoylamino)-5-(4-ethylphenyl)benzofuran-2-carboxylic acid